N-(1-(2-(2,2-difluoroethoxy)-3,5-difluorophenyl)ethyl)-3-iodopyrazolo[1,5-a]pyrimidin-5-amine FC(COC1=C(C=C(C=C1F)F)C(C)NC1=NC=2N(C=C1)N=CC2I)F